methyl-methylimidazolium chloride [Cl-].C[N+]1=C(NC=C1)C